(S)-N-(3-chloro-2,4-difluorophenyl)-N-methyl-2-oxo-3-(4-(trifluoromethyl)-5,6-dihydrospiro[cyclopenta[b]pyridin-7,2'-[1,3]dithiolan]-2-yl)imidazolidine-4-carboxamide ClC=1C(=C(C=CC1F)N(C(=O)[C@H]1N(C(NC1)=O)C1=CC(=C2C(=N1)C1(SCCS1)CC2)C(F)(F)F)C)F